(R)-4-((1-(3-(difluoromethyl)-2-fluorophenyl)ethyl)amino)-8-methyl-6-(1-oxo-tetrahydro-2H-thiopyran-4-yl)pyrido[2,3-d]pyrimidin-7(8H)-one FC(C=1C(=C(C=CC1)[C@@H](C)NC=1C2=C(N=CN1)N(C(C(=C2)C2CCS(CC2)=O)=O)C)F)F